C(CC)(=O)ON1C(C=CC1=O)=O maleinimido propionate